NCCNCCC[SiH](OC)OC 3-(2-aminoethylamino)propyldimethoxysilane